CC1(CC(N(O1)CC1=CC=C(C=C1)C1=NOC(=N1)C(F)(F)F)=O)C 5,5-dimethyl-2-({4-[5-(trifluoromethyl)-1,2,4-oxadiazol-3-yl]phenyl}methyl)isoxazol-3-one